1-(6-(3-(5-aminopyrimidin-2-yl)-5-chlorophenyl)-4-(cyclopropanecarbonyl)-4,7-diazaspiro[2.5]octan-7-yl)prop-2-en-1-one NC=1C=NC(=NC1)C=1C=C(C=C(C1)Cl)C1CN(C2(CC2)CN1C(C=C)=O)C(=O)C1CC1